7-(1-hydroxyethyl)-2,6a-dimethyloctadecahydrocyclopenta[4,5]cyclopenta[1,2-a]phenanthrene-2-ol OC(C)C1C2C(C3C1(CCC1C4CCC(CC4CCC31)(O)C)C)CCC2